C(C=C)OC(CCC1CCCCC1)=O Allyl-3-cyclohexylpropionat